C(#N)C1=C(C(=NC2=CC=C(C=C12)C)N1CCOCC1)C 4-cyano-3,6-dimethyl-2-morpholinoquinolin